2-(2-((5-(3-(aminomethyl)phenyl)benzofuran-3-yl)methyl)phenyl)acetic acid NCC=1C=C(C=CC1)C=1C=CC2=C(C(=CO2)CC2=C(C=CC=C2)CC(=O)O)C1